N-(3-fluoro-4-(oxazol-5-yl)phenyl)chromane-4-carboxamide FC=1C=C(C=CC1C1=CN=CO1)NC(=O)C1CCOC2=CC=CC=C12